((4,5-dichloro-2-hydroxyphenyl)(1-isobutyrylpiperidin-4-yl)methyl)-2-methylpropane-2-sulfinamide ClC1=CC(=C(C=C1Cl)C(C1CCN(CC1)C(C(C)C)=O)CC(C)(S(=O)N)C)O